tert-butyl (1S,4S)-5-[4-[3-chloro-2-fluoro-4-(2-oxabicyclo[2.1.1]hexan-4-ylmethoxy)anilino]pyrido[3,2-d]pyrimidin-6-yl]-2,5-diazabicyclo[2.2.1]heptane-2-carboxylate ClC=1C(=C(NC=2C3=C(N=CN2)C=CC(=N3)N3[C@@H]2CN([C@H](C3)C2)C(=O)OC(C)(C)C)C=CC1OCC12COC(C1)C2)F